C(=C)P([O-])([O-])=O 5-E-Vinyl-phosphonate